5-methyl-1-propyl-5-azaindolium CN1C=C2C=C[N+](=C2C=C1)CCC